(3R,4S)-3-fluoro-4-((methylsulfonyl)oxy)piperidine-1-carboxylic acid tert-butyl ester C(C)(C)(C)OC(=O)N1C[C@H]([C@H](CC1)OS(=O)(=O)C)F